trimethylolpropane tris(mercaptoacetate) SCC(=O)O.SCC(=O)O.SCC(=O)O.C(O)C(CC)(CO)CO